C(C)(C)[C@H]1CC[C@H](CC1)N1CCC2(CC1)C(N(CC1=CC=CC=C12)CCOC)=O 1'-(cis-4-isopropyl-cyclohexyl)-2-(2-methoxy-ethyl)-1,2-dihydro-3H-spiro[isoquinoline-4,4'-piperidin]-3-one